C(C)(C)(C)C1=NC(=NO1)C12CC(C1)(C2)C(=O)N2CC1(C2)CC(C1)N1C=NC(=C1)C1CC1 [3-(5-tert-butyl-1,2,4-oxadiazol-3-yl)-1-bicyclo[1.1.1]pentanyl]-[6-(4-cyclopropylimidazol-1-yl)-2-azaspiro[3.3]heptan-2-yl]methanone